CN(CCC1=CC=C(C=C1)B1OC(C(O1)(C)C)(C)C)C N,N-dimethyl-2-(4-(4,4,5,5-tetramethyl-1,3,2-dioxaborolan-2-yl)phenyl)ethanamine